ON=C(N)C1=NON=C1O[C@@H]1CN(CC1)S(N)(=O)=O N'-hydroxy-4-{[(3S)-1-sulfamoylpyrrolidin-3-yl]oxy}-1,2,5-oxadiazole-3-carboximidamide